5-OXO-2-HEXENOIC ACID O=C(CC=CC(=O)O)C